N1N=NC(=C1)CNC(=O)[C@H]1N2C3=C(C=CC=C3C1)CC[C@@H](C2=O)NC([C@H](C2CC2)NC(C)=O)=O (2S,5S)-5-((S)-2-Acetylamino-2-cyclopropyl-acetylamino)-4-oxo-1,2,4,5,6,7-hexahydro-azepino[3,2,1-hi]indole-2-carboxylic acid (1H-[1,2,3]triazol-4-ylmethyl)-amide